ClC=1C=C(C=CC1Cl)C(C(=O)N1C2CCC1CC=1C(=NC=CC12)F)O 2-(3,4-dichlorophenyl)-1-(±)-(1-fluoro-6,7,8,9-tetrahydro-5H-5,8-epiminocyclohepta-[c]pyridin-10-yl)-2-hydroxyethan-1-one